(S)-4-[(2-{5-[3-chloro-6-(cyclopropylmethoxy)-2-fluorophenyl]-1-oxidopyridin-2-yl}-3-cyclopropylpropanoyl)amino]benzoic acid ClC=1C(=C(C(=CC1)OCC1CC1)C=1C=CC(=[N+](C1)[O-])[C@@H](C(=O)NC1=CC=C(C(=O)O)C=C1)CC1CC1)F